2-(isopropoxycarbonyl)benzoic acid C(C)(C)OC(=O)C1=C(C(=O)O)C=CC=C1